1-hydroxy-2,2,6,6-tetramethylpiperidin-4-yl hexanoate C(CCCCC)(=O)OC1CC(N(C(C1)(C)C)O)(C)C